2-cyclobutyl-7-[(4-methyl-1,2,5-oxadiazol-3-yl)methyl]-5,7-diazaspiro[3.4]octane-6,8-dione C1(CCC1)C1CC2(C1)NC(N(C2=O)CC2=NON=C2C)=O